C1=CC=CC=2C3=CC=CC=C3C(C12)COC(=O)NCCCCCCCCCCCCC(=O)O 13-((((9H-fluoren-9-yl)methoxy)carbonyl)amino)tridecanoic acid